octaethyl-porphine zinc [Zn].C(C)C1=C(C=2C=C3C(=C(C(=CC=4C(=C(C(=CC5=C(C(=C(N5)C=C1N2)CC)CC)N4)CC)CC)N3)CC)CC)CC